N-[5-[4-[[5-[2-(4-methylpiperazin-1-yl)ethoxy]-2-pyridyl]amino]cyclohexoxy]-7-morpholino-1,6-naphthyridin-3-yl]methanesulfonamide CN1CCN(CC1)CCOC=1C=CC(=NC1)NC1CCC(CC1)OC1=C2C=C(C=NC2=CC(=N1)N1CCOCC1)NS(=O)(=O)C